4-cyano-4-[(laurylsulfanylthiocarbonyl)sulfanyl]pentanoic acid C(#N)C(CCC(=O)O)(C)SC(=S)SCCCCCCCCCCCC